C(C1=CC=CC=C1)OC(C(C#N)OCCBr)=O 2-(2-Bromoethoxy)-2-cyanoacetic acid benzyl ester